CC=1C=C(C=NC1)C(=S)O 5-methylthiopyridine-3-carboxylic acid